BrC1=C(C=CC=C1F)CCCO 3-(2-bromo-3-fluorophenyl)n-propanol